2,5-bis(benzyloxy)-3-(hydroxymethyl)benzoic acid C(C1=CC=CC=C1)OC1=C(C(=O)O)C=C(C=C1CO)OCC1=CC=CC=C1